NC=1C=C(C=CC1)C(CC(=O)NC1=CC(=C(C=C1)C)Cl)C(C)C 3-(3-aminophenyl)-N-(3-chloro-4-methylphenyl)-4-methylpentanamide